C(C)(=O)C1=CN(C2=CC=C(C=C12)C=1C=NC(=NC1)C)CC(=O)N1[C@@H](CC1)C(=O)NC1=NC(=CC=C1)C (S)-1-(2-(3-acetyl-5-(2-methylpyrimidin-5-yl)-1H-indol-1-yl)acetyl)-N-(6-methylpyridin-2-yl)azetidine-2-carboxamide